N(=[N+]=[N-])C[C@H]1COC2=C(O1)C=C(C=C2C(C)=O)F (2S)-1-(2-(azidomethyl)-7-fluoro-2,3-dihydrobenzo[b][1,4]dioxin-5-yl)ethan-1-one